1-(4-(4-(5-(2-bromo-6-fluorophenyl)-4,5-dihydroisoxazol-3-yl)thiazol-2-yl)piperidin-1-yl)-2-((6-methoxypyrazin-2-yl)oxy)ethan-1-one BrC1=C(C(=CC=C1)F)C1CC(=NO1)C=1N=C(SC1)C1CCN(CC1)C(COC1=NC(=CN=C1)OC)=O